4-methylbenzo[5,6]quinoline CC1=CC=NC2=C3C(=CC=C12)C=CC=C3